3-(2-azepan-1-yl-ethyl-sulfanyl)-propanol N1(CCCCCC1)CCSCCCO